3-Morpholin-4-ylpropane-1,2-diol N1(CCOCC1)CC(CO)O